N-(bis(2-(trifluoromethyl)phenyl)phosphaneyl)-N-butyl-1,1-bis(3-(tributylsilyl)phenyl)phosphanamine FC(C1=C(C=CC=C1)P(N(P(C1=CC(=CC=C1)[Si](CCCC)(CCCC)CCCC)C1=CC(=CC=C1)[Si](CCCC)(CCCC)CCCC)CCCC)C1=C(C=CC=C1)C(F)(F)F)(F)F